IC=1C=NN2C1C=CC(=C2)N2CCN(CC2)C 3-iodo-6-(4-methylpiperazin-1-yl)pyrazolo[1,5-a]pyridine